OCC=1C=C2C3=C(COC2=CC1)C(=CC=C3)CNS(=O)C(C)(C)C N-((2-(hydroxymethyl)-6H-benzo[c]chromen-7-yl)methyl)-2-methylpropane-2-sulfinamide